(R)-3-((R)-2-(2-chloro-3-fluoro-4-phosphonophenyl)-2-(4-ethyl-2,3-dioxopiperazine-1-carboxamido)acetamido)-2-hydroxy-3,4-dihydro-2H-benzo[e][1,2]oxaborinine-8-carboxylic acid ClC1=C(C=CC(=C1F)P(=O)(O)O)[C@H](C(=O)N[C@@H]1B(OC2=C(C1)C=CC=C2C(=O)O)O)NC(=O)N2C(C(N(CC2)CC)=O)=O